(R)-2-cyclopropyl-10-((2,5-dichloropyrimidin-4-yl)amino)-7-methyl-1,2,3,4-tetrahydro-[1,4]oxazepino[2,3-c]quinolin C1(CC1)[C@@H]1NC2=C(CN(C=3C=CC(=CC23)NC2=NC(=NC=C2Cl)Cl)C)OCC1